4-bromo-2,6-diisopropyl-N-(2-nitrophenyl)aniline BrC1=CC(=C(NC2=C(C=CC=C2)[N+](=O)[O-])C(=C1)C(C)C)C(C)C